N-{1-[2-bromo-6-methoxy-5-(3-methoxypropoxy)pyridin-3-yl]-2,3-dimethylbutan-2-yl}acetamide 2-(2-benzoxazolyl)phenolate O1C(=NC2=C1C=CC=C2)C2=C(C=CC=C2)[O-].BrC2=NC(=C(C=C2CC(C(C)C)(C)NC(C)=O)OCCCOC)OC